CC=1C=C(C=C2C(NC(=NC12)C1=CC2=C(C=N1)C=CS2)=O)OC2CN(C(CC2)=O)C 8-methyl-6-(1-methyl-6-oxo-piperidin-3-yloxy)-2-thieno[3,2-c]pyridin-6-yl-3H-quinazolin-4-one